CN1C(CNC2=C1C(=O)NC(=N2)N)CNC3=CC=C(C=C3)C(=O)N[C@H](CCC(=O)O)C(=O)O 5-methyl tetrahydrofolate